potassium octane sodium [Na].CCCCCCCC.[K]